cyanoethyldimethoxymonoethoxysilane C(#N)CC[Si](OCC)(OC)OC